C(C(C)C)OC(=O)N1C(CCCC1)CC1=C(C=CC=C1C)C N-(iso-butoxycarbonyl)-2,6-dimethylbenzylpiperidine